ClC=1C(=NC(=NC1)NC=1C(=NN(C1)C(C#N)(C)C)C1CC1)OC [4-(5-chloro-4-methoxy-pyrimidin-2-ylamino)-3-cyclopropyl-pyrazol-1-yl]-2-methyl-propionitrile